BrC=1C(=C2C(=NC1)N(C=C2C(C)C)S(=O)(=O)C2=CC=C(C)C=C2)OCCC 5-bromo-3-isopropyl-4-propoxy-1-tosyl-1H-pyrrolo[2,3-b]pyridine